C(C)(C)(C)OC(=O)N1C[C@@H](N(CC1)C(C)=O)CO (R)-4-acetyl-3-(hydroxymethyl)piperazine-1-carboxylic acid tert-butyl ester